4-[4-(cyclopentanesulfonyl)-8-fluoro-2-{[(2R,7aS)-2-fluorotetrahydro-1H-pyrrolizin-7a(5H)-yl]methoxy}pyrido[4,3-d]pyrimidin-7-yl]-5-ethynyl-6-fluoronaphthalen-2-ol C1(CCCC1)S(=O)(=O)C=1C2=C(N=C(N1)OC[C@]13CCCN3C[C@@H](C1)F)C(=C(N=C2)C2=CC(=CC1=CC=C(C(=C21)C#C)F)O)F